(2'S)-2-chloro-2',6-dimethyl-spiro[6,7-dihydrothieno[3,2-c]pyran-4,4'-piperidine] ClC1=CC2=C(CC(OC23C[C@@H](NCC3)C)C)S1